(3-chloro-4-fluoro-1H-indol-7-yl)-4-(trifluoromethyl)-1,3-thiazole-2-sulfonamide ClC1=CNC2=C(C=CC(=C12)F)C1=C(N=C(S1)S(=O)(=O)N)C(F)(F)F